5-methyl-5-phenyl-2-((2-(pyrrolidin-1-yl)ethyl)thio)-4,5-dihydro-1H-imidazole CC1(CN=C(N1)SCCN1CCCC1)C1=CC=CC=C1